2-(6-Chloropyrazin-2-yl)-4-methoxy-2-methylbutanoic acid ClC1=CN=CC(=N1)C(C(=O)O)(CCOC)C